tricyclo[3.1.1.0(3,6)]heptane C12CC3CC(C31)C2